(Z)-methyl 3-(((4-((2-(ethyl(methyl)amino)-2-oxoethyl)(methyl)amino)phenyl)amino)(phenyl)methylene)-2-oxo-2,3-dihydro-1H-pyrrolo[2,3-b]pyridine-6-carboxylate C(C)N(C(CN(C1=CC=C(C=C1)N\C(=C\1/C(NC2=NC(=CC=C21)C(=O)OC)=O)\C2=CC=CC=C2)C)=O)C